isovanillyl amyl ether C(CCCC)OCC1=CC(O)=C(OC)C=C1